ClC=1C=C(C(=NC1)OC)S(=O)(=O)NC=1C(=C(C(=CC1)F)C1=CC=C2C(=NNC2=C1F)NC(C)=O)F N-(6-(3-(5-chloro-2-methoxypyridine-3-sulfonamido)-2,6-difluorophenyl)-7-fluoro-1H-indazol-3-yl)acetamide